1-(2-methoxy-3-methyl-4-phenoxyphenyl)-3-phenyl-1,3,5-triazinane-2,4,6-trione COC1=C(C=CC(=C1C)OC1=CC=CC=C1)N1C(N(C(NC1=O)=O)C1=CC=CC=C1)=O